(S)-(3,3-difluorocyclobutyl)(6-(2-methyl-2H-pyrazolo[3,4-b]pyridin-5-yl)thieno[2,3-b]pyridin-2-yl)methanol FC1(CC(C1)[C@H](O)C1=CC=2C(=NC(=CC2)C2=CC=3C(N=C2)=NN(C3)C)S1)F